ClC=1C=C(C=CC1F)NC(N([C@H](C)C1=CN=C(C2=CC=CC=C12)OC)CCCO)=O (R)-3-(3-chloro-4-fluorophenyl)-1-(3-hydroxypropyl)-1-(1-(1-methoxyisoquinolin-4-yl)ethyl)urea